tetrazolium lithium salt [Li+].[NH+]=1NN=NC1